Cl.FC1=C(C=CC(=C1)N1CCNCC1)NC1C(NC(CC1)=O)=O 3-((2-fluoro-4-(piperazin-1-yl)phenyl)amino)piperidine-2,6-dione hydrochloride